NC1=NC=CC=C1S(=O)(=O)NC(=O)C=1C(=NC(=CC1)C=1C=NC(=C(C1)C)OCCOC(C)C)N1C(C[C@@H](C1)C)(C)C N-[(2-Amino-3-pyridyl)sulfonyl]-6-[6-(2-isopropoxyethoxy)-5-methyl-3-pyridyl]-2-[(4S)-2,2,4-trimethylpyrrolidin-1-yl]pyridin-3-carboxamid